ClC1=NC=C(C(=N1)NCC1=CC=C(C=C1)C=1N(C=C(N1)C(F)(F)F)CC)N 2-chloro-N4-([4-[1-ethyl-4-(trifluoromethyl)imidazol-2-yl]phenyl]methyl)pyrimidine-4,5-diamine